N-(5-(3,3-dimethyl-1-(4-methyl-4H-1,2,4-triazol-3-yl)cyclobutyl)-2-fluorophenyl)-1-ethyl-5-((isobutylamino)methyl)-2-oxo-1,2-dihydropyridine-3-carboxamide CC1(CC(C1)(C1=NN=CN1C)C=1C=CC(=C(C1)NC(=O)C=1C(N(C=C(C1)CNCC(C)C)CC)=O)F)C